COC1=CC=C(CNC(CC[C@@H](C(=O)NC2=CC=C(C=C2)N2CCOCC2)NS(=O)(=O)C2=CC=C(C=C2)C)=O)C=C1 (S)-N5-(4-Methoxybenzyl)-2-(4-methylphenylsulfonamido)-N1-(4-morpholinophenyl)pentanediamide